[Si](C1=CC=CC=C1)(C1=CC=CC=C1)(C(C)(C)C)OC[C@H]1NC(C2=CC=3N=CC=CC3N2C1)=O (12S)-12-[[tert-butyl(diphenyl)silyl]oxymethyl]-1,6,11-triazatricyclo-[7.4.0.02,7]trideca-2(7),3,5,8-tetraen-10-one